C1(CC1)C=1C2=C(C(NC1)=O)N(C(=C2)CN2C[C@H](CCC2)C)S(=O)(=O)C2=CC=C(C=C2)C 4-cyclopropyl-2-[[(3S)-3-methyl-1-piperidinyl]methyl]-1-(p-tolylsulfonyl)-6H-pyrrolo[2,3-c]pyridin-7-one